ClC=1C=C(OCC(=O)O)C=C(C1CC1=CC(=C(C=C1)O)C1=CC=CC=C1)Cl 2-[3,5-dichloro-4-[(4-hydroxy-3-phenyl-phenyl)methyl]phenoxy]acetic acid